O1N=CC=2C1=COC2 furo[3,4-d]isoxazole